1,3-bis-[(2-cyano-3,3-diphenylacryl)oxy]benzene C(#N)C(C(=O)OC1=CC(=CC=C1)OC(=O)C(=C(C1=CC=CC=C1)C1=CC=CC=C1)C#N)=C(C1=CC=CC=C1)C1=CC=CC=C1